3-chloro-4-(2-(((R)-((S)-7-(1-methyl-1H-pyrazol-4-yl)-2,3-dihydro-1H-pyrido[2,3-b][1,4]oxazin-3-yl)(phenyl)methyl)amino)ethyl)benzonitrile ClC=1C=C(C#N)C=CC1CCN[C@H](C1=CC=CC=C1)[C@@H]1CNC2=C(O1)N=CC(=C2)C=2C=NN(C2)C